BrC(CCCC)N 1-bromo-n-pentylamine